tert-butyl (1-(2-(4-(4-((2,6-dioxopiperidin-3-yl)carbamoyl)phenyl)piperazin-1-yl)acetyl)piperidin-4-yl)carbamate O=C1NC(CCC1NC(=O)C1=CC=C(C=C1)N1CCN(CC1)CC(=O)N1CCC(CC1)NC(OC(C)(C)C)=O)=O